4-(pyrrolidin-1-yl)pyridine chloride [Cl-].N1(CCCC1)C1=CC=NC=C1